N-[2-(6-cyano-2-pyridyl)-2-(1-methylpyrazol-4-yl)propyl]-5-(2,6-difluoro-3-pyridyl)-1,3,4-thiadiazole-2-carboxamide C(#N)C1=CC=CC(=N1)C(CNC(=O)C=1SC(=NN1)C=1C(=NC(=CC1)F)F)(C)C=1C=NN(C1)C